(S)-5-chloro-2-(4-((3-hydroxy-2-methylpropyl)amino)pyrido[3,4-d]pyridazin-1-yl)phenol ClC=1C=CC(=C(C1)O)C1=C2C(=C(N=N1)NC[C@@H](CO)C)C=NC=C2